(S)-3-amino-4-((2-hydroxy-2-phenylethyl)amino)benzamide NC=1C=C(C(=O)N)C=CC1NC[C@H](C1=CC=CC=C1)O